16-methyl-7-heptadecenyl-succinic anhydride CC(CCCCCCCC=CCCCCCCC1C(=O)OC(C1)=O)C